OC(C(=O)C1=CC=CC=C1)C1=CC(=C(C=C1)OC)O 2-Hydroxy-(3-hydroxy-4-methoxyphenyl)-acetophenone